1,2:9,10-diepoxydecane C1C(CCCCCCC2CO2)O1